amino-1,2,5-oxadiazole NC1=NON=C1